N-(1-(2-(3-Chloro-4-(tetrahydro-1H-furo[3,4-c]pyrrol-5(3H)-yl)benzyl)-2,8-diazaspiro[4.5]decane-8-carbonyl)-1H-pyrazol-3-yl)methanesulfonamide ClC=1C=C(CN2CC3(CC2)CCN(CC3)C(=O)N3N=C(C=C3)NS(=O)(=O)C)C=CC1N1CC3C(C1)COC3